OCCCCC=C 4-hydroxybutyl-ethylene